1-(2,2-Difluoroethyl)-3-methyl-4-nitro-pyrazole FC(CN1N=C(C(=C1)[N+](=O)[O-])C)F